O1CC[C@H](C2=CC=CC=C12)NC(=O)[C@@H]1CC[C@H]2N1C([C@H](CN(CC2)C(C(C(F)(F)F)(C)C)=O)NC(OC(C)(C)C)=O)=O tert-butyl ((5S,8S,10aR)-8-(((R)-chroman-4-yl)carbamoyl)-6-oxo-3-(3,3,3-trifluoro-2,2-dimethylpropanoyl)decahydropyrrolo[1,2-a][1,5]diazocin-5-yl)carbamate